BrC1=C(C=C2C(=C(C(N3C2=C1OCC3CN(C)C)=O)C#N)N3C[C@H](N(C[C@@H]3C)C(=O)OC(C)(C)C)C)Cl (2R,5S)-tert-butyl 4-(10-bromo-9-chloro-6-cyano-3-((dimethylamino)methyl)-5-oxo-3,5-dihydro-2H-[1,4]oxazino[2,3,4-ij]quinolin-7-yl)-2,5-dimethylpiperazine-1-carboxylate